(2R,3R)-ethyl-3-((R)-2,2-dimethyl-1,3-dioxolan-4-yl)-2-fluoro-2-methyl-3-hydroxypropionate C(C)OC([C@]([C@H](O)[C@@H]1OC(OC1)(C)C)(C)F)=O